OC1CCC(C)(C)C(=C1C)\C=C\C(\C)=C\C=C\C(\C)=C\C=C\C=C(/C)\C=C\C=C(/C)\C=C\C1=C(C)C(CCC1(C)C)O 4,4'-dihydroxyβ-carotene